isopropyl-5-(2-(5-(4-methylpiperazin-1-yl)pyridin-2-yl)amino-5-fluoropyrimidin-4-yl)-pyridin-2(1H)-one C(C)(C)N1C(C=CC(=C1)C1=NC(=NC=C1F)NC1=NC=C(C=C1)N1CCN(CC1)C)=O